3-(cyclohexylamino)-2-hydroxy-1-propanesulfonic acid sodium salt [Na+].C1(CCCCC1)NCC(CS(=O)(=O)[O-])O